2-amino-3-bromo-N-((6-methoxy-3-pyridazinyl)methyl)-N-((1R)-1-(1-methyl-1H-1,2,4-triazol-3-yl)ethyl)-6-quinolinecarboxamide NC1=NC2=CC=C(C=C2C=C1Br)C(=O)N([C@H](C)C1=NN(C=N1)C)CC=1N=NC(=CC1)OC